3-(6-(3-((Dimethyl(oxo)-λ6-sulfanylidene)amino)-5-methylpiperidin-1-yl)pyrimidin-4-yl)imidazo[1,2-b]pyridazine-6-carbonitrile CS(=O)(C)=NC1CN(CC(C1)C)C1=CC(=NC=N1)C1=CN=C2N1N=C(C=C2)C#N